(2S,3S,4R,5R)-5-(3-benzoyl-2,4-dioxo-3,4-dihydropyrimidin-1(2H)-yl)-3-((tert-butyldimethylsilyl)oxy)-4-(methoxymethyl)tetrahydrofuran C(C1=CC=CC=C1)(=O)N1C(N(C=CC1=O)[C@H]1[C@@H]([C@@H](CO1)O[Si](C)(C)C(C)(C)C)COC)=O